methylcyclopentadienyl-(1,6-dimethylindenyl)zirconium dichloride [Cl-].[Cl-].C[Zr+2](C=1C(C2=CC(=CC=C2C1)C)C)C1C=CC=C1